ClC1=CC=C2C(=C(NC2=C1C=1C(=NN(C1C)C)C)C(=O)O)CCCOC1=CC(=C(C(=C1)C)Cl)C 6-Chloro-3-(3-(4-chloro-3,5-dimethylphenoxy)propyl)-7-(1,3,5-trimethyl-1H-pyrazol-4-yl)-1H-indole-2-carboxylic acid